FC=1C=C(C=CC1)NC1=NC=C(C(=N1)NC1=CC=C2CCNCC2=C1)C=1C=NN(C1)CCO 2-(4-(2-(3-fluorophenylamino)-4-(1,2,3,4-tetrahydroisoquinolin-7-ylamino)pyrimidin-5-yl)-1H-pyrazol-1-yl)ethanol